4-cyano-N-[4-(3-cyanophenyl)-5-(2,6-dimethyl-4-pyridyl)thiazol-2-yl]-4-(methoxymethyl)piperidine-1-carboxamide C(#N)C1(CCN(CC1)C(=O)NC=1SC(=C(N1)C1=CC(=CC=C1)C#N)C1=CC(=NC(=C1)C)C)COC